FC=1C=C(C=C(C1F)F)C1=C(C=CC=C1)NC(=O)C=1C(=NN(C1)C)C(F)Cl N-(3',4',5'-trifluoro-biphenyl-2-yl)-3-(chlorofluoromethyl)-1-methylpyrazol-4-ylcarboxamide